2-Fluoro-4-isobutyl-6-(5-(pyridazin-3-ylmethyl)-2,5-diazabicyclo[4.1.0]hept-2-yl)benzonitrile FC1=C(C#N)C(=CC(=C1)CC(C)C)N1C2CC2N(CC1)CC=1N=NC=CC1